[Cr].[Si].[Ni].[Cu] copper-nickel-silicon-chromium